CN1N=CC=C1[C@H]1[C@@H](C1)C(=O)OCC |r| trans-(±)-ethyl 2-(1-methyl-1H-pyrazol-5-yl)cyclopropane-1-carboxylate